1-[[2-(fluoromethoxy)pyridin-4-yl]methyl]-3-[(1R,2S)-2-phenylcyclopropyl]urea FCOC1=NC=CC(=C1)CNC(=O)N[C@H]1[C@@H](C1)C1=CC=CC=C1